1-{4-[(7-{8-methyl-1H,2H,3H-pyrido[2,3-b][1,4]oxazin-7-yl}-5H,6H,7H,8H-pyrido[3,4-d]pyrimidin-2-yl)amino]phenyl}piperidin-4-ol CC1=C(C=NC=2OCCNC21)N2CC=1N=C(N=CC1CC2)NC2=CC=C(C=C2)N2CCC(CC2)O